N1(CCNCC1)C1=NC=C(C=N1)N1CCC(CC1)C=O [1-(2-piperazin-1-ylpyrimidin-5-yl)-4-piperidinyl]methanone